FC(C=1C=C(C(N)=NO)C=CC1)(F)F 3-(trifluoromethyl)benzamide oxime